OC=CC1=CC=C(C=C1)O 4-(2-hydroxyethenyl)pHenol